ClC1=CC(=C(C=C1)COC1=NC(=NC=C1)C1=CCN(CC1)C(=O)OC(C)(C)C)F tert-butyl 4-(4-(4-chloro-2-fluorophenylmethoxy) pyrimidin-2-yl)-5,6-dihydropyridine-1(2H)-carboxylate